3,6-Dihydropyridine-1(2H)-carboxylate N1(CCC=CC1)C(=O)[O-]